FC=1C=C(C=C(C1C=1C=NNC1)F)C=1SC2=C(N1)SC(=N2)N(C2CC(NC(C2)(C)C)(C)C)C 5-[3,5-difluoro-4-(1H-pyrazol-4-yl)phenyl]-N-methyl-N-(2,2,6,6-tetramethylpiperidin-4-yl)[1,3]thiazolo[5,4-d][1,3]thiazol-2-amine